C(C)(C)(C)OC(NCCCCN1C2=NC(=NC(=C2N=C1Br)N)OCCCC)=O 4-(6-amino-8-bromo-2-butoxy-9H-purin-9-yl)butylcarbamic acid tert-butyl ester